2-(7-bromothianthren-2-yl)-4,6-diphenylpyridine BrC=1C=C2SC=3C=CC(=CC3SC2=CC1)C1=NC(=CC(=C1)C1=CC=CC=C1)C1=CC=CC=C1